COC1=CC=C(C=C1)C1=C(C(=NN1)N)C1=CC(=C(C(=C1)OC)OC)OC 5-(p-Methoxyphenyl)-4-(3,4,5-trimethoxyphenyl)-1H-pyrazole-3-amine